[(2E)-3-phenylprop-2-en-1-ylidene]-L-arginine C1(=CC=CC=C1)/C=C/C=N[C@@H](CCCNC(N)=N)C(=O)O